ClC1=C(C=C(OCC(=O)NC23CC(C2)(C3)C3(NC=CC(=C3)C(=O)NC3CC(C3)(F)F)C(=O)N)C=C1)F 2-{3-[2-(4-chloro-3-fluorophenoxy)acetamido]bicyclo[1.1.1]pent-1-yl}-N4-(3,3-difluorocyclobutyl)pyridine-2,4-dicarboxamide